2,2,2-Trifluoro-N-[3-[(E)-3-(4-hydroxyphenyl)-3-oxoprop-1-enyl]phenyl]acetamide FC(C(=O)NC1=CC(=CC=C1)\C=C\C(=O)C1=CC=C(C=C1)O)(F)F